tert-butyl (R)-(2-(3-fluoro-5-nitrophenoxy)propyl)carbamate FC=1C=C(O[C@@H](CNC(OC(C)(C)C)=O)C)C=C(C1)[N+](=O)[O-]